CN1CC2=CC(=CC=C2CC1)NC1=NC2=C(C=CC=C2C=N1)C=1C=NC=CC1C 2-((2-methyl-1,2,3,4-tetrahydroisoquinolin-7-yl)amino)-8-(4-methylpyridin-3-yl)quinazoline